1-(1-(4-(4-(Difluoromethoxy)phenoxy)pyridin-2-yl)piperidin-4-yl)-3-(pyridin-3-yl)thiourea FC(OC1=CC=C(OC2=CC(=NC=C2)N2CCC(CC2)NC(=S)NC=2C=NC=CC2)C=C1)F